CN1CC2NCCC2C1 5-methyl-octahydropyrrolo[3,4-b]pyrrole